C(C)(C)N1C(=NC2=NC=C(C=C21)C2=CNC=1N=C(N=CC12)N[C@H](COC)C)C (S)-5-(1-isopropyl-2-methyl-1H-imidazo[4,5-b]pyridin-6-yl)-N-(1-methoxypropan-2-yl)-7H-pyrrolo[2,3-d]pyrimidin-2-amine